ClC=1C=C(CN(S(=O)(=O)C2=CC=C(C=C2)NC(\C=C\C2=CC=NC=C2)=O)CC2=CC=C(C=C2)F)C=CC1Cl (E)-N-(4-(N-(3,4-dichlorobenzyl)-N-(4-fluorobenzyl)sulfamoyl)phenyl)-3-(pyridin-4-yl)acrylamide